ClC1=CC2=C(CC(O2)CO)C2=C1N=C(S2)C2=C1N=CC(=NC1=CC(=C2)C)OC (4-chloro-2-(2-methoxy-7-methylquinoxalin-5-yl)-7,8-dihydrobenzofuro[5,4-d]thiazol-7-yl)methanol